(S)-(5-((2-amino-2,4-dimethylpentyl)oxy)-4-methyl-[2,4'-bipyridyl]-2'-yl)carbamic acid methyl ester COC(NC1=NC=CC(=C1)C1=NC=C(C(=C1)C)OC[C@@](CC(C)C)(C)N)=O